2-(difluoromethyl)-5-methoxy-4-nitropyridine FC(C1=NC=C(C(=C1)[N+](=O)[O-])OC)F